trans-1-amino-3-methylcyclohexane-1-carboxylic acid N[C@@]1(C[C@H](CCC1)C)C(=O)O